N1N=CC(=C1)C1=CC=CC2=C1N=C(O2)C[C@@H](C(=O)NC2(CC2)C#N)NC(C2=CC(=CC=C2)Cl)=O (S)-N-(3-(4-(1H-pyrazol-4-yl)benzo[d]oxazol-2-yl)-1-((1-cyanocyclopropyl)amino)-1-oxopropan-2-yl)-3-chlorobenzamide